6-(Pyridin-3-Ylmethyl)-N-(3-(Trifluoromethyl)Phenyl)-4,5,6,7-Tetrahydrothieno[2,3-c]Pyridin-3-Carboxamid N1=CC(=CC=C1)CN1CC2=C(CC1)C(=CS2)C(=O)NC2=CC(=CC=C2)C(F)(F)F